18-Hydroxy-triacontanoic acid OC(CCCCCCCCCCCCCCCCC(=O)O)CCCCCCCCCCCC